3-(4-(((2-bromophenethyl)(7-fluorobenzo[d]thiazol-2-yl)amino)-methyl)phenyl)propiolic acid BrC1=C(CCN(C=2SC3=C(N2)C=CC=C3F)CC3=CC=C(C=C3)C#CC(=O)O)C=CC=C1